ClC1=CC=C(N=N1)CC(C#N)N=C(C1=CC=CC=C1)C1=CC=CC=C1 3-(6-chloropyridazin-3-yl)-2-((diphenylmethylene)amino)propionitrile